C(C)(C)(C)C1=CC(=NC=C1)C1=CC=CC=C1 4-(tert-butyl)-2-phenylpyridine